(3R)-3-(4-chlorophenyl)-2-[(5-chloropyridin-2-yl)methyl]-6-[2-hydroxy-1-(4-methyl-3-oxopiperazin-1-yl)propan-2-yl]-3-methoxy-2,3-dihydro-1H-isoindol-1-one ClC1=CC=C(C=C1)[C@@]1(N(C(C2=CC(=CC=C12)C(CN1CC(N(CC1)C)=O)(C)O)=O)CC1=NC=C(C=C1)Cl)OC